NN1C(=NC(=C1C(=O)N)C1=CC=C(C=C1)C(NC1=NC=C(C=C1)C)=O)[C@H]1NCCC1 (S)-1-amino-4-(4-((5-methylpyridin-2-yl)carbamoyl)phenyl)-2-(pyrrolidin-2-yl)-1H-imidazole-5-carboxamide